FC(C(=O)O)(F)F.FC(C(=O)O)(F)F.C(C1=CC=CC=C1)[C@H]1C[C@@H](NC1)C(=O)N[C@H](C(=O)NCC1=CC2=C(CNC2)S1)C (2R,4S)-4-benzyl-N-((S)-1-(((5,6-dihydro-4H-thieno[2,3-c]pyrrol-2-yl)methyl)amino)-1-oxopropan-2-yl)pyrrolidine-2-carboxamide bis-trifluoroacetate